[2H]C(O)(C1=CC=C2C(=N1)CCN(C2)C2COC2)[2H] dideuterio(6-(oxetane-3-yl)-5,6,7,8-tetrahydropyrido[4,3-b]pyridin-2-yl)methanol